(4-(3-morpholino-1H-pyrazol-1-yl)phenyl)methanol O1CCN(CC1)C1=NN(C=C1)C1=CC=C(C=C1)CO